2-(4-methylphenylethynyl)acetophenone CC1=CC=C(C=C1)C#CCC(=O)C1=CC=CC=C1